Cl.FC=1C(=NC=C(C1)C(F)(F)F)N1CC2(CC1)CCNCC2 2-(3-fluoro-5-(trifluoromethyl)pyridin-2-yl)-2,8-diazaspiro[4.5]decane hydrochloride